tert-Butyl (4-(7-((3,4-difluorobenzyl)oxy)-9-oxo-2,3,4,9,11,11a-hexahydro-1H-pyrazino[1',2':3,4]imidazo[1,2-c]pyrimidine-2-carbonyl)tetrahydro-2H-pyran-4-yl)carbamate FC=1C=C(COC=2C=C3N(C(N2)=O)CC2N3CCN(C2)C(=O)C2(CCOCC2)NC(OC(C)(C)C)=O)C=CC1F